COC1=CC=C(CN2N=C(OC3(CC3)C2=O)C=2C(=NC=CN2)C(C)NC(C2=CC(=CC(=C2)C(F)(F)F)C(F)(F)F)=O)C=C1 N-(1-(3-(7-(4-methoxybenzyl)-8-oxo-4-oxa-6,7-diazaspiro[2.5]oct-5-en-5-yl)pyrazin-2-yl)ethyl)-3,5-bis(trifluoromethyl)benzamide